CN(C)CCCNC(C(C)CC(C)N(C)C)=O N-dimethylaminopropyl-β-dimethylaminopropyl-propionamide